CC1(OCCC1C(=O)N)C 2,2-dimethyltetrahydrofuran-3-carboxamide